C(CC=C)C1(OC=2C=C(C=C(C2C=C1)O)CCCCC)C 2-But-3-enyl-2-methyl-7-pentylchromen-5-ol